(R)-4-chloro-N-(1-methylpiperidin-3-yl)furo[2,3-d]pyridazin-7-amine ClC1=C2C(=C(N=N1)N[C@H]1CN(CCC1)C)OC=C2